6-chloro-7-[rel-(2R)-2-methyl-2,3,4,7-tetrahydro-1H-azepin-5-yl]-1,3-benzodioxol-5-yl-N4,6-dimethyl-pyrimidine-2,4-diamine ClC=1C(=CC2=C(OCO2)C1C=1CC[C@H](NCC1)C)C=1C(=NC(=NC1C)N)NC |o1:13|